6-(methoxypyridin-3-yl)-1H-indazole COC1=NC=CC=C1C1=CC=C2C=NNC2=C1